6-bromo-1,1-dimethyl-2,3-dihydro-1H-indene BrC1=CC=C2CCC(C2=C1)(C)C